2-{[4-({2-[(4-chloro-2-fluorophenoxy)methyl]pyridin-4-yl}oxy)piperidin-1-yl]methyl}-1-{[(2S)-oxetan-2-yl]methyl}-1H-1,3-benzodiazole-6-carboxylic acid ClC1=CC(=C(OCC2=NC=CC(=C2)OC2CCN(CC2)CC2=NC3=C(N2C[C@H]2OCC2)C=C(C=C3)C(=O)O)C=C1)F